tert-butyl-(3S,4R)-3-amino-4-fluoropyrrolidine C(C)(C)(C)N1C[C@@H]([C@@H](C1)F)N